1-(1-adamantyl)-N-methyl-methylamine hydrochloride Cl.C12(CC3CC(CC(C1)C3)C2)CNC